C(C)(C)(C)NC1=NC=C2N=C(N(C2=N1)C1CCNCC1)NC1=CC(=CC=C1)C(F)(F)F N2-tert-butyl-9-(piperidin-4-yl)-N8-(3-(trifluoromethyl)phenyl)-9H-purine-2,8-diamine